yttrium borate B([O-])([O-])[O-].[Y+3]